2-(3-(difluoromethyl)bicyclo[1.1.1]Pentane-1-yl)-4,4-dimethylcyclohex-1-ene-1-carbaldehyde FC(C12CC(C1)(C2)C2=C(CCC(C2)(C)C)C=O)F